C(=O)[O-].C(=O)[O-].[Ca+2] calcium formate formate